C1CC(CCC12CCCCC2)OC=2C=C1C=CC(=CC1=CC2)CN2CCCCC2 1-((6-(Spiro[5.5]undecan-3-yloxy)naphthalen-2-yl)methyl)piperidin